OCC1OCC(C1(O)C)O (hydroxymethyl)-3-methyloxolane-3,4-diol